The molecule is an organic anion and the conjugate base of L-dehydroascorbic acid, arising from deprotonation of the acidic C2-position. It is a conjugate base of a L-dehydroascorbic acid. C([C@@H](C1=C(C(=O)C(=O)O1)[O-])O)O